3-Amino-5-methyl-1,2,4-triazole NC1=NNC(=N1)C